2,N-dicyclohexyl-2-[2-(1,5-dimethyl-1H-pyrazol-3-yl)-6-fluoro-benzimidazol-1-yl]-acetamide C1(CCCCC1)C(C(=O)NC1CCCCC1)N1C(=NC2=C1C=C(C=C2)F)C2=NN(C(=C2)C)C